1,5,7-triazabicyclo[4.4.0]dec-5-ene 2-(9-oxoxanthen-2-yl)propionate O=C1C2=CC=CC=C2OC=2C=CC(=CC12)C(C(=O)O)C.N12CCCN=C2NCCC1